Cl.Cl.N[C@H](C)[C@@H]1CC[C@H](CC1)C(=O)NC1=CC=NC=C1 trans-4-[(1R)-1-Aminoethyl]-N-4-pyridinylcyclohexanecarboxamide dihydrochloride